C(#N)C1=CC=C(C=N1)OC1=CC=C(C=C1)C1CCN(CC1)C(=O)C=1C=CC(=C(C1)NS(=O)(=O)CC1=CC=CC=C1)N1CCN(CC1)CC N-(5-(4-(4-((6-cyanopyridin-3-yl)oxy)phenyl)piperidine-1-carbonyl)-2-(4-ethylpiperazin-1-yl)phenyl)-1-phenylmethanesulfonamide